C(#N)C1(CN(C1)C(=O)NC=1SC(=C(N1)C1=CC(=CC=C1)C#N)C1=C(C(=NC(=C1)C)C)F)C 3-cyano-N-[4-(3-cyanophenyl)-5-(3-fluoro-2,6-dimethyl-4-pyridyl)thiazol-2-yl]-3-methyl-azetidine-1-carboxamide